tert-butyl-(6S)-6-[[(R)-tert-butylsulfinyl]amino]-2-methyl-spiro[4,6-dihydrocyclopenta[d]thiazole-5,4'-piperidine] C(C)(C)(C)N1CCC2(CC1)[C@@H](C1=C(N=C(S1)C)C2)N[S@](=O)C(C)(C)C